C1(CCCC1)C1=CC(=C2C=NC(=NN21)S(=O)(=O)C)F 7-cyclopentyl-5-fluoro-2-methanesulfonyl-pyrrolo[2,1-f][1,2,4]triazine